1-(5-methoxy-2,2-dimethyl-2H-chromen-6-yl)-3-(2-(6-methoxypyridin-3-yl)-1H-benzo[d]imidazol-5-yl)urea COC1=C2C=CC(OC2=CC=C1NC(=O)NC1=CC2=C(NC(=N2)C=2C=NC(=CC2)OC)C=C1)(C)C